C(C)(C)(C)OC(=O)N1C(C2=C(C=CC(=C2C1)C1=CN(C2=C1C=NC=C2)C(=O)OC(C)(C)C)NC2=NC=C(C=C2)N2CCN(CC2)C)=O Tert-Butyl 3-(2-(tert-butoxycarbonyl)-7-((5-(4-methylpiperazin-1-yl)pyridin-2-yl)amino)-1-oxoisoindolin-4-yl)-1H-pyrrolo[3,2-c]pyridine-1-carboxylate